2-[[6,7-dichloro-2-(2-morpholin-2-ylethyl)-1-oxo-10-(1H-pyrazol-4-yl)-3,4-dihydropyrazino[1,2-a]indol-9-yl]oxy]acetonitrile ClC1=C(C=C(C=2C(=C3N(C12)CCN(C3=O)CCC3CNCCO3)C=3C=NNC3)OCC#N)Cl